7-(3,5-dimethyl-1,2-oxazol-4-yl)-N-[(2S)-1-[4-[[4-methyl-2-(methylamino)-1,3-thiazol-5-yl]sulfonyl]piperazin-1-yl]propan-2-yl]thieno[3,2-d]pyrimidin-4-amine CC1=NOC(=C1C1=CSC2=C1N=CN=C2N[C@H](CN2CCN(CC2)S(=O)(=O)C2=C(N=C(S2)NC)C)C)C